ClC1=C(C(=O)O[C@@H]2[C@H]([C@H]([C@H](O[C@@]23CCCO3)CO)O)N3N=NC(=C3)C3=CC(=C(C(=C3)F)F)F)C=CC=C1 (5S,7R,8R,9S,10R)-8-hydroxy-7-(hydroxymethyl)-9-(4-(3,4,5-trifluorophenyl)-1H-1,2,3-triazol-1-yl)-1,6-dioxaspiro[4.5]decan-10-yl 2-chlorobenzoate